10-phenyl-9-oxothioxanthenium tetrakis-(pentafluoro-benzyl)-borate FC1=C(C(=C(C(=C1C[B-](CC1=C(C(=C(C(=C1F)F)F)F)F)(CC1=C(C(=C(C(=C1F)F)F)F)F)CC1=C(C(=C(C(=C1F)F)F)F)F)F)F)F)F.C1(=CC=CC=C1)[S+]1C=2C=CC=CC2C(C2=CC=CC=C12)=O